ClC1=C(C=CC(=C1)CNCCC(=O)NCCCNC1=C2C=NNC2=CC(=C1)C1COCC1)C1=CC=CC=C1 3-(((2-chloro-[1,1'-biphenyl]-4-yl)methyl)amino)-N-(3-((6-(tetrahydrofuran-3-yl)-1H-indazol-4-yl)amino)propyl)propanamide